3-(6-(difluoromethoxy)-5-(pyrrolidin-3-ylamino)pyrazin-2-yl)-1H-indole-7-carbonitrile FC(OC1=C(N=CC(=N1)C1=CNC2=C(C=CC=C12)C#N)NC1CNCC1)F